C1(CC1)N(C1=CC=C(N=N1)C=1C=C2C=CN(C(C2=CC1O)=O)C)C1C([C@@H]2CCC[C@H](C1)N2)F 6-(6-(cyclopropyl((1S,5R)-2-fluoro-9-azabicyclo[3.3.1]nonan-3-yl)amino)pyridazin-3-yl)-7-hydroxy-2-methylisoquinolin-1(2H)-one